((3S,7aR)-7a-(((7-(8-ethyl-7-fluoro-3-(methoxymethoxy)naphthalen-1-yl)-8-fluoro-4-(2,2,2-trifluoroethoxy)pyrido[4,3-d]pyrimidin-2-yl)oxy)methyl)hexahydro-1H-pyrrolizin-3-yl)methanol C(C)C=1C(=CC=C2C=C(C=C(C12)C1=C(C=2N=C(N=C(C2C=N1)OCC(F)(F)F)OC[C@@]12CCCN2[C@@H](CC1)CO)F)OCOC)F